17-Methylenepentatriacontane C=C(CCCCCCCCCCCCCCCC)CCCCCCCCCCCCCCCCCC